2-(6-methyl-4-propylpyrazolo[1,5-a]pyrazin-2-yl)-7-(1,2,3,6-tetrahydropyridin-4-yl)-4H-pyrido[1,2-a]pyrimidin-4-one CC=1N=C(C=2N(C1)N=C(C2)C=2N=C1N(C(C2)=O)C=C(C=C1)C=1CCNCC1)CCC